ClC=1C=CC(=NC1)[C@@]1(OC2=C(O1)C=CC=C2C2CCN(CC2)CC2=NC1=C(N2C)C=C(C=C1OC(F)F)C(=O)OC)C Methyl (S)-2-((4-(2-(5-chloropyridin-2-yl)-2-methylbenzo[d][1,3]dioxol-4-yl)piperidin-1-yl)methyl)-4-(difluoromethoxy)-1-methyl-1H-benzo[d]imidazole-6-carboxylate